ClC1=C(C(=CC=C1)Cl)N1CC(C1)C1=CC(=C(CN2CCC(CC2)C(=O)OC)C(=C1)C)C methyl 1-(4-(1-(2,6-dichlorophenyl)azetidin-3-yl)-2,6-dimethylbenzyl)piperidine-4-carboxylate